C(C)[Si](CC#C)(F)CC diethyl(fluoro)(propargyl)silane